(2-fluorophenyl)-4H-pyrrolo[2,3-d]thiazole-5-carboxylic acid FC1=C(C=CC=C1)C=1SC2=C(N1)NC(=C2)C(=O)O